C1(CC1)COC1=NC(=CC=C1B1OC(C(O1)(C)C)(C)C)C(F)F 2-(cyclopropylmethoxy)-6-(difluoromethyl)-3-(4,4,5,5-tetramethyl-1,3,2-dioxaborolan-2-yl)pyridine